(2,3-dimethylbut-2-yloxy)titanium CC(C)(C(C)C)O[Ti]